FC1=CC(=CC2=C1NC([C@H](CO2)NC(=O)C2=NN1C(CCC[C@@H]1C(F)(F)F)=N2)=O)F (5R)-N-[(3S)-6,8-Difluoro-4-oxo-3,5-dihydro-2H-1,5-benzoxazepin-3-yl]-5-(trifluoromethyl)-5,6,7,8-tetrahydro-[1,2,4]triazolo[1,5-a]pyridin-2-carboxamid